NC=1C(NC(N(N1)C1=CC(=C(C(=C1)Cl)OC=1C2=C(C(NC1)=O)C(CC2)C)Cl)=O)=O 6-amino-2-(3,5-dichloro-4-((7-methyl-1-oxo-2,5,6,7-tetrahydro-1H-cyclopenta[c]pyridin-4-yl)oxy)phenyl)-1,2,4-triazine-3,5(2H,4H)-dione